ICCCCCCCCCC=C 11-iodo-1-undecene